N,N-Di(hydroxymethyl)glycine OCN(CC(=O)O)CO